(R,E)-6-(3-(3-methoxyphenyl)acryloyl)-7-phenyl-4-oxa-6-azaspiro[2.4]heptane COC=1C=C(C=CC1)/C=C/C(=O)N1COC2(CC2)[C@H]1C1=CC=CC=C1